[OH-].[K+].NC1(CCN(CC1)C(=O)OC(C)(C)C)C1=C(C=CC=C1)C(F)(F)F Tert-butyl 4-amino-4-(2-(trifluoromethyl)phenyl)piperidine-1-carboxylate Potassium hydroxide